3-(2-Boronoethyl)-6-[(1-{(2R)-2-[(4-ethyl-2,3-dioxopiperazine-1-carbonyl)amino]-2-phenylacetyl}azetidin-3-yl)oxy]-2-hydroxybenzoic acid B(O)(O)CCC=1C(=C(C(=O)O)C(=CC1)OC1CN(C1)C([C@@H](C1=CC=CC=C1)NC(=O)N1C(C(N(CC1)CC)=O)=O)=O)O